ClC1=CC=C(C=N1)NC(=O)C1(COC1)C1=CC=C(C=C1)C=1C=NC(=CC1CO)C(F)(F)F N-(6-chloropyridin-3-yl)-3-(4-(4-(hydroxymethyl)-6-(trifluoromethyl)pyridin-3-yl)phenyl)oxetane-3-carboxamide